2-(2,5-Difluorophenyl)-1,5-dimethyl-1,2-dihydro-3H-pyrazol-3-one FC1=C(C=C(C=C1)F)N1N(C(=CC1=O)C)C